C(#N)C1=CC=C(C=C1)C1=CC=C(C=C1)N1C(C(CCC1)NC(=O)NC1=CC=C(C=C1)C(F)(F)F)=O (1-(4'-cyano-[1,1'-biphenyl]-4-yl)-2-oxopiperidin-3-yl)-3-(4-(trifluoromethyl)phenyl)urea